C1OCC12COC(=NC2)NC2=CC(=C(OC1=C3C(=NC=C1)NC=C3C3=CC=C(C=C3)C(=O)N3C[C@H](CC3)F)C(=C2)F)F (S)-(4-(4-(4-((2,6-dioxa-8-azaspiro[3.5]Non-7-en-7-yl)amino)-2,6-difluorophenoxy)-1H-pyrrolo[2,3-b]pyridin-3-yl)phenyl)(3-fluoropyrrolidine-1-yl)methanone